[6-(dimethylamino)pyridin-2-yl]amine CN(C1=CC=CC(=N1)N)C